C(#N)C1=C(C(=NC(=C1)CC1=C(C=C(C=C1)Cl)Cl)C(CCC(=O)O)=O)O 4-[4-Cyano-6-(2,4-dichloro-benzyl)-3-hydroxy-pyridin-2-yl]-4-oxo-butyric acid